6-chloro-4H-benzo[1,4]oxazin-3-one ClC=1C=CC2=C(NC(CO2)=O)C1